N1=CC(=CC=C1)CC1N2CCC(C1OC=1N=CC3=CC=CC=C3C1)CC2 Trans-3-[2-(3-pyridylmethyl)quinuclidin-3-yl]oxyisoquinoline